2-(2-benzyl-4-(1-(pyridin-3-ylmethyl)-1H-pyrazol-3-yl)-5,7-dihydro-6H-pyrrolo[3,4-d]pyrimidin-6-yl)-N-methylethane-1-sulfonamide C(C1=CC=CC=C1)C=1N=C(C2=C(N1)CN(C2)CCS(=O)(=O)NC)C2=NN(C=C2)CC=2C=NC=CC2